ethyl 2-({[3-chloro-1-(2,6-difluorophenyl)-6-methyl-2-oxo-1,2-dihydropyridin-4-yl] oxy} methyl)-5-fluorobenzylcarbamate ClC=1C(N(C(=CC1OCC1=C(CNC(OCC)=O)C=C(C=C1)F)C)C1=C(C=CC=C1F)F)=O